(1R)-1-{5-[2-(2,2,2-Trifluoroethoxy)phenyl]-1,3,4-thiadiazol-2-yl}-6-azaspiro[2.5]octan-6-sulfonamid FC(COC1=C(C=CC=C1)C1=NN=C(S1)[C@@H]1CC12CCN(CC2)S(=O)(=O)N)(F)F